C1(=CC=CC=C1)CC1=CC=CC=C1 Diphenylmethan